FC1=C(CN2C(C3=NC=CC=C3C2=O)([2H])[2H])C(=CC(=C1)C1=C2C=NN(C2=CC=C1)C1COC1)F 6-(2,6-difluoro-4-(1-(oxetan-3-yl)-1H-indazol-4-yl)benzyl)-6,7-dihydro-5H-pyrrolo[3,4-b]pyridin-5-one-7,7-d2